CC1=C(C=CC=C1C=1OC2=C(N1)C=C(C=C2C#N)C=O)C2=C(C(=CC=C2)C=2OC1=C(N2)CN(C1)C([C@H]1N(CCC1)C)=O)C 2-(2,2'-dimethyl-3'-(5-(methyl-L-prolyl)-5,6-dihydro-4H-pyrrolo[3,4-d]oxazol-2-yl)-[1,1'-biphenyl]-3-yl)-5-formylbenzo[d]oxazole-7-carbonitrile